N1(CCC1)C1=CN(C=2N=CN=C(C21)N2[C@H](CN(CC2)C(C(C)(C)C)=O)C)C2=CC(=CC=C2)F (S)-1-(4-(5-(azetidin-1-yl)-7-(3-fluorophenyl)-7H-pyrrolo[2,3-d]pyrimidin-4-yl)-3-methylpiperazin-1-yl)-2,2-dimethylpropan-1-one